5-methoxy-2,5-dioxopent-3-enoic acid COC(C=CC(C(=O)O)=O)=O